CC=CCCCCCCC=C 1-methyl-1,9-decadiene